N,N'-di(1-ethyl-4-methyl-hexyl)-p-phenylenediamine C(C)C(CCC(CC)C)NC1=CC=C(C=C1)NC(CCC(CC)C)CC